N-Cyclopropyl-4-(4-(4-fluorophenyl)-1-(2,2,2-trifluoroethyl)-1H-imidazol-5-yl)pyrimidin-2-amine C1(CC1)NC1=NC=CC(=N1)C1=C(N=CN1CC(F)(F)F)C1=CC=C(C=C1)F